3-morpholino-1-(4-phenyl-3,4-dihydroquinoxalin-1(2H)-yl)propan-1-one O1CCN(CC1)CCC(=O)N1CCN(C2=CC=CC=C12)C1=CC=CC=C1